C(=O)[C@@H]1N([C@H]2[C@@H]3C[C@@H]3[C@@H]1C2)C(=O)OC(C)(C)C tert-Butyl (1S,2S,4R,5R,7R)-7-formyl-6-azatricyclo[3.2.1.02,4]octane-6-carboxylate